(E)-2-(1-(methylthio)prop-1-en-2-yl)-2-(1-(p-tolyl)vinyl)malononitrile CS\C=C(/C)\C(C#N)(C#N)C(=C)C1=CC=C(C=C1)C